2-(N-(2-Hydroxybenzyl)aminomethyl)piperidine OC1=C(CNCC2NCCCC2)C=CC=C1